F[C@@H]1[C@@]2(C1)CNC(C1=CC=C(C(=C12)F)C(F)(F)F)=O (2's,4r)-2',5-difluoro-6-(trifluoromethyl)spiro[2,3-dihydroisoquinoline-4,1'-cyclopropane]-1-one